(R)-(6-(chlorosulfonyl)-8-nitro-2,3-dihydrobenzo[b][1,4]dioxin-2-yl)methyl methanesulfonate CS(=O)(=O)OC[C@H]1COC2=C(O1)C(=CC(=C2)S(=O)(=O)Cl)[N+](=O)[O-]